C=C=COOC(C(F)(F)F)(F)F perfluoroethoxy methylenevinyl ether